1,8-bistrimethoxysilyl-octane CO[Si](CCCCCCCC[Si](OC)(OC)OC)(OC)OC